2-(difluoromethoxy)-4-(2,5-difluoropyrrol-1-yl)-N-ethyl-6-methoxy-benzamide FC(OC1=C(C(=O)NCC)C(=CC(=C1)N1C(=CC=C1F)F)OC)F